(4-((3-(2-fluorophenyl)-1H-1,2,4-triazol-1-yl)sulfonyl)phenyl)(4-(2-methoxy-phenyl)piperazin-1-yl)methanone FC1=C(C=CC=C1)C1=NN(C=N1)S(=O)(=O)C1=CC=C(C=C1)C(=O)N1CCN(CC1)C1=C(C=CC=C1)OC